1lambda5-phospholan-1-one P1(CCCC1)=O